vanillin hydrazone C(C1=CC(OC)=C(O)C=C1)=NN